C1(=CC=CC=C1)NC=1C2=C(N=C(N1)CN1CCCCC1)C=CS2 N-phenyl-2-(piperidin-1-ylmethyl)thieno[3,2-d]pyrimidin-4-amine